N-((1R,5S,8s)-3-(5-(6-(3-cyanopyrrolo[1,2-b]pyridazin-7-yl)-4-(isopropylamino)pyridin-3-yl)-1,3,4-thiadiazol-2-yl)-3-azabicyclo[3.2.1]octan-8-yl)methane-sulfonamide C(#N)C1=CC=2N(N=C1)C(=CC2)C2=CC(=C(C=N2)C2=NN=C(S2)N2C[C@H]1CC[C@@H](C2)C1NS(=O)(=O)C)NC(C)C